2-hydroxy-3-(m-ethylphenoxy)-2-hydroxyphenylamine OC1(C(C=CC=C1OC1=CC(=CC=C1)CC)N)O